N1CC(CC2=NC=CC=C12)CO (1,2,3,4-tetrahydro-1,5-naphthyridin-3-yl)methanol